OC1=C(C=CC=C1)C1=CC2=C(N=N1)NC(=C2)C(=O)N2CCN(CC2)C(=O)OC(C)(C)C tert-butyl 4-(3-(2-hydroxyphenyl)-7H-pyrrolo[2,3-c]pyridazine-6-carbonyl)piperazine-1-carboxylate